C(C)SC1=NC(=CC(=C1C(=O)NCCCC(CO)(C)C)C)N1CCOCC1 2-Ethylsulfanyl-N-(5-hydroxy-4,4-dimethyl-pentyl)-4-methyl-6-morpholin-4-yl-pyridine-3-carboxylic acid amide